FC=1C=C2C=C(NC2=CC1OCC=1N=CSC1)CNC(=O)C1(CC1)CO N-((5-fluoro-6-(thiazol-4-ylmethoxy)-1H-indol-2-yl)methyl)-1-(hydroxymethyl)cyclopropane-1-carboxamide